C12CN(CC(O1)C2)C=2C(=NC1=CC(=CC(=C1N2)[C@@H](C)NC2=C(C(=O)O)C=CC=C2)C)C#N 2-(((1R)-1-(3-(6-oxa-3-azabicyclo[3.1.1]heptan-3-yl)-2-cyano-7-methylquinoxalin-5-yl)ethyl)amino)benzoic acid